NCCNCCC[Si](OC)(OC)C N-(β-aminoethyl)-3-aminopropyl-methyl-dimethoxysilane